phenyltrifluoromethylsulfonic acid C1(=CC=CC=C1)OS(=O)(=O)C(F)(F)F